NC1=NC=CC(=C1)CC1=C(C=C(C(=C1)Cl)Cl)O 2-[(2-aminopyridin-4-yl)methyl]-4,5-dichlorophenol